C(#N)C1=C(N=C(S1)N(C1=CN(C(C2=CC=CC=C12)=O)CC)C)C1=CC=C(C=C1)F 4-((5-cyano-4-(4-fluorophenyl)thiazol-2-yl)(methyl)amino)-2-ethyl-1-oxo-1,2-dihydroisoquinolin